COC(=O)C=1C=C(C=2N(C1)N=C(C2C)C2=CC=1C(=C(N=CC1)C1CCN(CC1)C(=O)OC(C)(C)C)N2CC2CC2)OC 2-(7-(1-(tert-Butoxycarbonyl)piperidin-4-yl)-1-(cyclopropylmethyl)-1H-pyrrolo[2,3-c]pyridin-2-yl)-4-methoxy-3-methylpyrazolo[1,5-a]pyridine-6-carboxylic acid methyl ester